N-methyl-4-(4,4,5,5-tetramethyl-1,3,2-dioxaborolan-2-yl)benzenesulfonamide CNS(=O)(=O)C1=CC=C(C=C1)B1OC(C(O1)(C)C)(C)C